CP(O)(=O)CC(C)C methyl-isobutyl-phosphinic acid